FC1=C2C=CNC2=CC(=C1OC=1C=CC(=C(C1)C=1NC(=CN1)[C@@H]1COC2=C(C=CC=C2C1)CC(=O)O)F)F (R)-2-(3-(2-(5-((4,6-difluoro-1H-indol-5-yl)oxy)-2-fluorophenyl)-1H-imidazol-5-yl)chroman-8-yl)acetic acid